C(C1=CC=CC=C1)N(C1=CC=CC=C1)CC1=CC=CC=C1 N,N-dibenzyl-aniline